3-[4-[4-[(4-Amino-4-methyl-1-piperidyl)methyl]-4-fluoro-1-piperidyl]phenyl]piperidine-2,6-dione NC1(CCN(CC1)CC1(CCN(CC1)C1=CC=C(C=C1)C1C(NC(CC1)=O)=O)F)C